C(C1=CC=CC=C1)N1C2=NC=NC(=C2N=C1C1=C(C=C(OCCN2CCN(CC2)C(=O)OC(C)(C)C)C=C1)Cl)OC1(CC1)C#N tert-butyl 4-(2-(4-(9-benzyl-6-(1-cyanocyclopropoxy)-9H-purin-8-yl)-3-chlorophenoxy)ethyl)piperazine-1-carboxylate